ClC1=CC=C2[C@@]3(C(N(C2=C1)CC)=O)C1(NC(C3C3=C(C(=CC=C3)Cl)F)C(=O)NC32CCC(CC3)(CC2)C(=O)O)CCCCC1 4-(6''-chloro-4'-(3-chloro-2-fluorophenyl)-r-ethyl-2''-oxodispiro[cyclohexane-1,2'-pyrrolidine-3',3''-indoline]-5'-carboxamido)bicyclo[2.2.2]octane-1-carboxylic acid